CC(CC(=O)OC=C)(C)C vinyl 3,3-dimethylbutyrate